5-Chloro-4-(3-(2-(2-methoxyethyl)-2H-indazol-5-yl)-5-methyl-1-(2-azaspiro[3.3]heptan-6-yl)-1H-pyrazol-4-yl)-6-methyl-1H-indazol-3-amine ClC=1C(=C2C(=NNC2=CC1C)N)C=1C(=NN(C1C)C1CC2(CNC2)C1)C1=CC2=CN(N=C2C=C1)CCOC